(+-)-(1S,3S,4S)-3-amino-4-fluorocyclopentane-1-carboxylic acid ethyl ester C(C)OC(=O)[C@H]1C[C@@H]([C@H](C1)F)N |r|